S(=O)(=O)([O-])CCCOC(C(=C)C)=O.[K+] potassium 3-sulfopropyl-methacrylate salt